COC=1C(=CC2=CC=CC(=C2C1)OC)C(=O)Cl 3,5-dimethoxy-2-naphthoyl chloride